1-(tert-butyl)-N-((4-(phenylcarbamoyl)benzyl)oxy)-4-(3-(trifluoromethyl)phenoxy)-1H-pyrazole-5-carboxamide C(C)(C)(C)N1N=CC(=C1C(=O)NOCC1=CC=C(C=C1)C(NC1=CC=CC=C1)=O)OC1=CC(=CC=C1)C(F)(F)F